bis{4-(4-aminophenoxy)phenyl}propane NC1=CC=C(OC2=CC=C(C=C2)C(C)(C)C2=CC=C(C=C2)OC2=CC=C(C=C2)N)C=C1